O\N=C(/CC(CC)=O)\CCC (Z)-5-(hydroxyimino)octan-3-one